C(CCCCCCCCCCCCCCC)NC(C(=C)C)=O N-hexadecyl-(methyl)acrylamide